((2S,3S)-3-(2-nitrophenyl)-1,4-dioxaspiro[4.5]dec-2-yl)methanol Methyl-(3E)-2,2-dimethyl-3-{3-[6-(methylamino)pyridin-2-yl]prop-2-yn-1-ylidene}pyrrolidine-1-carboxylate CC1\C(\C(N(C1)C(=O)OC[C@@H]1OC2(O[C@H]1C1=C(C=CC=C1)[N+](=O)[O-])CCCCC2)(C)C)=C/C#CC2=NC(=CC=C2)NC